2-[[5-(1,2-Oxazole-5-carbonyl)-[1,2,4]triazino[5,6-b]indol-3-yl]sulfanylmethyl]benzonitrile O1N=CC=C1C(=O)N1C2=C(C=3C=CC=CC13)N=NC(=N2)SCC2=C(C#N)C=CC=C2